1,2-bis(di-tert-butylphosphinomethylene)benzene C(C)(C)(C)P(C(C)(C)C)C=C1C(C=CC=C1)=CP(C(C)(C)C)C(C)(C)C